(1s,4s)-4-((5-Methoxypyrimidin-2-yl)amino)cyclohexan-1-ol COC=1C=NC(=NC1)NC1CCC(CC1)O